1-(3-cyclopropyl-1-(1-methyl-3-(1-methyl-1H-pyrazol-4-yl)-1H-pyrazolo[3,4-b]pyridin-5-yl)-5,6-dihydroimidazo[1,5-a]pyrazin-7(8H)-yl)ethan-1-one C1(CC1)C1=NC(=C2N1CCN(C2)C(C)=O)C=2C=C1C(=NC2)N(N=C1C=1C=NN(C1)C)C